4-n-butyl-4'-((2,5-difluoro-4-isothiocyanato-phenyl)ethynyl)-1,1'-biphenyl C(CCC)C1=CC=C(C=C1)C1=CC=C(C=C1)C#CC1=C(C=C(C(=C1)F)N=C=S)F